(S)-3-((4-((5,5-dimethyl-3-(1'-(methylsulfonyl)spiro[cyclobutane-1,3'-indolin]-6'-yl)-2,4-dioxoimidazolidin-1-yl)methyl)pyridin-2-yl)amino)butanenitrile CC1(C(N(C(N1CC1=CC(=NC=C1)N[C@H](CC#N)C)=O)C1=CC=C2C3(CN(C2=C1)S(=O)(=O)C)CCC3)=O)C